3-(4-(2-methoxyethyl)piperazin-1-yl)quinoxaline-5-carbonitrile COCCN1CCN(CC1)C=1C=NC=2C=CC=C(C2N1)C#N